N[C@@H]1CC2CC[C@H]3[C@@H]4CC[C@H]([C@@H](CCCC(C)C)C)[C@]4(CC[C@@H]3[C@]2(CC1)C)C 3β-aminocholestane